FC1=NN2C(N=CC3=C2C2(C(C3)C(C2)C(=O)O)C)=C1 2-fluoro-8a-methyl-6a,7,8,8a-tetrahydro-6H-cyclobuta[3,4]cyclopenta[1,2-e]pyrazolo[1,5-a]pyrimidine-7-carboxylic acid